3-[6-(3-phenoxy-phenyl)-naphthalen-2-yl]-propionic acid O(C1=CC=CC=C1)C=1C=C(C=CC1)C=1C=C2C=CC(=CC2=CC1)CCC(=O)O